(2,2,4-trimethylhexane-1,6-diyl)bis(carbamoyloxy-1,1'-binaphthyl-2',2-diyloxycarbonyliminoethane-2,1-diyl)bisacrylate CC(CC(CC=CC(=O)[O-])=NC(=O)OC1=C(C2=CC=CC=C2C=C1)C1=C(C=CC2=CC=CC=C12)OC(N)=O)(CC(CCC(CC=CC(=O)[O-])=NC(=O)OC1=C(C2=CC=CC=C2C=C1)C1=C(C=CC2=CC=CC=C12)OC(N)=O)C)C